6-chloro-8-(4-chloro-2-fluoro-phenyl)-2-cyclopropyl-3-methyl-pyrido[3,4-d]pyrimidin-4-one ClC1=CC2=C(N=C(N(C2=O)C)C2CC2)C(=N1)C1=C(C=C(C=C1)Cl)F